C(C)(=O)C(CCCCCCCCCCCCCC[C@H]([C@H](CO)N)O)(C(C)=O)C(C)=O TRIACETYL-SPHINGANINE